CN1N=C(C=C1)CNC(=O)C1=C(C2=C(CC3(C4=CN(N=C24)CC2=NC=CC=C2)CCC3)O1)C(F)(F)F N-[(1-methyl-1H-pyrazol-3-yl)methyl]-2'-(pyridin-2-ylmethyl)-8'-(trifluoromethyl)-2',5'-dihydrospiro[cyclobutane-1,4'-furo[2,3-g]indazole]-7'-carboxamide